2-(((3s,5s,7s)-adamantan-1-yl)amino)ethyl 3-((3-(2,6-dioxopiperidin-3-yl)-2-methyl-4-oxo-3,4-dihydroquinazolin-5-yl)amino)propanoate O=C1NC(CCC1N1C(=NC2=CC=CC(=C2C1=O)NCCC(=O)OCCNC12CC3CC(CC(C1)C3)C2)C)=O